(3Z)-11-iodo-3-undecene ICCCCCCC\C=C/CC